(1-(1-(4-fluorophenyl)-6-methyl-1H-indazol-5-yl)-3-((2-methyl-2H-1,2,3-triazol-4-yl)sulfonyl)-3-azabicyclo[3.1.0]hexan-6-yl)methanol FC1=CC=C(C=C1)N1N=CC2=CC(=C(C=C12)C)C12CN(CC2C1CO)S(=O)(=O)C1=NN(N=C1)C